methyl 2-((1,3-dioxoisoindol-2-yl) methyl)-3-oxomethylbutyrate O=C1N(C(C2=CC=CC=C12)=O)CC(C(=O)OC)C(C)C=O